3-(4-aminophenyl)-1-(tert-butyl)-5-((2,6-dimethylpyridin-4-yl)amino)-1H-pyrazole-4-carboxamide NC1=CC=C(C=C1)C1=NN(C(=C1C(=O)N)NC1=CC(=NC(=C1)C)C)C(C)(C)C